2,3-bis(2-mercaptoethylthio)propane-1-ol SCCSC(CO)CSCCS